2-(4-acetyl-3,5-dimethyl-1H-pyrrol-2-yl)-2-oxoethyl 3-methyl-1-phenyl-1H-thieno[2,3-c]pyrazole-5-carboxylate CC=1C2=C(N(N1)C1=CC=CC=C1)SC(=C2)C(=O)OCC(=O)C=2NC(=C(C2C)C(C)=O)C